4-[(1S,4aS,5S,8aS)-1-methyl-1,2,3,4,4a,5,6,7,8,8a-decahydroisoquinolin-5-yl]-2-methyl-butan-2-ol hydrochloride Cl.C[C@@H]1NCC[C@H]2[C@@H](CCC[C@H]12)CCC(C)(O)C